[Sb].[Zn].[Cu] copper-zinc-antimony